6-chloro-3-cyclopropyl-4-ethoxy-pyridazine ClC1=CC(=C(N=N1)C1CC1)OCC